CC1CN(CC1N1N=C(C2=NC=CC=C21)C2=CC=C(C=C2)C(F)(F)F)C(C=C)=O 1-(3-methyl-4-(3-(4-(trifluoromethyl)phenyl)-1H-pyrazolo[4,3-b]pyridin-1-yl)pyrrolidin-1-yl)prop-2-en-1-one